ClC1=CC=C(C=C1)[C@@H](C(=O)C1=CC=C(C=C1)CCC1=CC=CC=C1)NC1=CC=C(C=C1)OC (S)-2-(4-Chlorophenyl)-2-((4-methoxyphenyl)amino)-1-(4-(phenylethyl)phenyl)-ethane-1-one